propionic acid 3-(2-(allyl (methyl) amino) ethyl)-1H-indol-7-yl ester C(C=C)N(CCC1=CNC2=C(C=CC=C12)OC(CC)=O)C